FC1=C(C(=O)OC)C=CC(=C1B1OC(C(O1)(C)C)(C)C)C methyl 2-fluoro-4-methyl-3-(4,4,5,5-tetramethyl-1,3,2-dioxaborolan-2-yl)benzoate